ClC1=NN(C=C1NC(=O)C=1C=NC(=NC1)C1CC1)C N-(3-chloro-1-methyl-1H-pyrazol-4-yl)-2-cyclopropylpyrimidine-5-carboxamide